11,11-dimethyl-1,2,3,4,4a,9a-hexahydromethanoanthraquinone CC1(C2C1CCC1C(C3=CC=CC=C3C(C21)=O)=O)C